2-[[(1R)-1-(3,6-Dimethyl-4-oxo-2-phenyl-chromen-8-yl)ethyl]amino]-5-fluoro-benzoic acid CC1=C(OC2=C(C=C(C=C2C1=O)C)[C@@H](C)NC1=C(C(=O)O)C=C(C=C1)F)C1=CC=CC=C1